ClC1=C(C=CC=C1C=1C=C2N(C=C(N(C2=O)C)CN2CC(CC2)C(=O)O)C1)C1=C(C(=CC=C1)C=1C=C2N(C=C(N(C2=O)C)CN2CC(CC2)C(=O)O)C1)Cl 1,1'-(((2,2'-dichloro-[1,1'-biphenyl]-3,3'-diyl)bis(2-methyl-1-oxo-1,2-dihydropyrrolo[1,2-a]pyrazin-7,3-diyl))bis(methylene))bis(pyrrolidine-3-carboxylic acid)